N-((5-Chloro-8-hydroxyquinolin-7-yl)(3-(((2E,6E)-3,7,11-trimethyldodeca-2,6,10-trien-1-yl)oxy)phenyl)methyl)butyramide ClC1=C2C=CC=NC2=C(C(=C1)C(NC(CCC)=O)C1=CC(=CC=C1)OC\C=C(\CC\C=C(\CCC=C(C)C)/C)/C)O